C=CCCCCCCCCC(=O)O 10-UNDECYLENIC ACID